COCC1CC2(CCC1)C1CCC(C2NC(OCC2=CC=CC=C2)=O)C1 rac-benzyl (3'-(methoxymethyl)spiro[bicyclo[2.2.1]heptane-2,1'-cyclohexan]-3-yl)carbamate